ClC=1C=C(O[C@H]2C[C@H](C2)OC=2N=CC(=NC2)C2=CC(=NO2)OCOC)C=CC1F 5-(5-(cis-3-(3-chloro-4-fluorophenoxy)cyclobutoxy)-pyrazin-2-yl)-3-(methoxymethoxy)isoxazole